NC1=NC=CC=C1C1=NC=2C(=NC(=CC2)OC(C)C)N1C1=CC=C(C=C1)CO (4-(2-(2-aminopyridin-3-yl)-5-isopropoxy-3H-imidazo[4,5-b]pyridin-3-yl)phenyl)methanol